SC1=C(C(=O)O)C=CC=C1 2-mercaptobenzoic acid